phenyl (2-(3-bromophenyl)propan-2-yl)carbamate BrC=1C=C(C=CC1)C(C)(C)NC(OC1=CC=CC=C1)=O